1,3-diphenyl-benzimidazolin C1(=CC=CC=C1)N1CN(C2=C1C=CC=C2)C2=CC=CC=C2